2-{[2-(Trimethylsilyl)ethoxy]methyl}pyridazin-3(2H)-one C[Si](CCOCN1N=CC=CC1=O)(C)C